3-(2-(Trifluoromethyl)benzyl)-5,6-dihydroimidazo[1,2-a]pyrazine-7(8H)-carboxylic acid tert-butyl ester C(C)(C)(C)OC(=O)N1CC=2N(CC1)C(=CN2)CC2=C(C=CC=C2)C(F)(F)F